2-(cyclopropylmethylamino)-4-((1R,3R,4R)-3-hydroxy-4-methylcyclohexylamino)pyrimidine-5-carboxamide C1(CC1)CNC1=NC=C(C(=N1)N[C@H]1C[C@H]([C@@H](CC1)C)O)C(=O)N